CC1([C@H](C1)C(=O)N1CC2(C1)CN(CC2C2=NOC(=N2)C(C)N2N=C(C=C2OCC)C)C(=O)C2=CN=CS2)C (2-((S)-2,2-dimethylcyclopropane-1-carbonyl)-8-(5-(1-(5-ethoxy-3-methyl-1H-pyrazol-1-yl)ethyl)-1,2,4-oxadiazol-3-yl)-2,6-diazaspiro[3.4]octan-6-yl)(thiazol-5-yl)methanone